4-{[(3-methyloxetan-3-yl)methanesulfonyl]methyl}aniline CC1(COC1)CS(=O)(=O)CC1=CC=C(N)C=C1